disulfophenol S(=O)(=O)(O)C=1C(=C(C=CC1)O)S(=O)(=O)O